lithium aluminum hydroxide salt [OH-].[Al+3].[Li+].[OH-].[OH-].[OH-]